C1(CC1)NC(C1=C(C=C(C=C1OC)C1=CN=C2N1C=CC(=C2)OCCC2N(CCC2)C)OC(F)F)=O N-cyclopropyl-2-(difluoromethoxy)-6-methoxy-4-[7-[2-(1-methylpyrrolidin-2-yl)ethoxy]imidazo[1,2-a]pyridin-3-yl]benzamide